tert-Butyl (2-((4-amino-6-(5-fluoro-3-(7-fluoro-2H-spiro[benzofuran-3,1'-cyclopropane]-6-carboxamido)-2-methylphenyl)pyrimidin-5-yl)oxy)ethyl)(methyl)carbamate NC1=NC=NC(=C1OCCN(C(OC(C)(C)C)=O)C)C1=C(C(=CC(=C1)F)NC(=O)C1=C(C2=C(C=C1)C1(CC1)CO2)F)C